ClC=1C(=C(C2=C(C(N3[C@@H](CO2)CN(CC3)C(C=C)=O)=O)C1)Cl)C1=C(C=CC=C1O)F (12aR)-8,10-dichloro-9-(2-fluoro-6-hydroxyphenyl)-2-(prop-2-enoyl)-1,2,3,4,12,12a-hexahydro-6H-pyrazino[2,1-c][1,4]benzoxazepin-6-one